C1(CC1)C1=NN2C(N(C([C@H](CC2)NC(=O)C2=NN(C=N2)C(C)C2=CC=CC=C2)=O)C)=C1 N-((S)-2-cyclopropyl-4-methyl-5-oxo-5,6,7,8-tetrahydro-4H-pyrazolo[1,5-a][1,3]diazepin-6-yl)-1-(1-phenylethyl)-1H-1,2,4-triazole-3-carboxamide